COCCO[C@H]1CC[C@H](CC1)NC1=NN2C(C=N1)=C(C=C2)C=2C=C1C(=NC2)N=C(N1C1CCOCC1)C N-(cis-4-(2-methoxyethoxy)cyclohexyl)-5-(2-methyl-1-(tetrahydro-2H-pyran-4-yl)-1H-imidazo[4,5-b]pyridin-6-yl)pyrrolo[2,1-f][1,2,4]triazin-2-amine